P(=O)([O-])(O)O.FC(F)(F)S(=O)(=O)O.FC(F)(F)S(=O)(=O)O.FC(F)(F)S(=O)(=O)O.[Li+] lithium tris(trifluoromethylsulfonate) phosphate